C(C1=CC=CC=C1)OC1=C(C(=C(C(=O)OC2=C(C(=C(C(=C2C)C)C(=O)OCOC)C)CC)C(=C1F)C)C)Br 2-ethyl-4-((methoxymethoxy)carbonyl)-3,5,6-trimethylphenyl 4-(benzyloxy)-3-bromo-5-fluoro-2,6-dimethylbenzoate